FC=1C=C(C=CC1OC)B(O)O (3-fluoro-4-methoxy-phenyl)boronic acid